FC1=C(C=CC=C1)N=S(=O)(C1=CC=C(C=C1)C1=NOC(=N1)C(F)(F)F)C ((2-fluorophenyl)imino)(methyl)(4-(5-(trifluoromethyl)-1,2,4-oxadiazol-3-yl)phenyl)-λ6-sulfanone